C(C)(=O)N[C@H](CC1=CC=C(C=C1)O)C(=O)N1[C@H](CCC1)C(=O)N1[C@H](C[C@@H](C1)O)C(=O)NCC(=O)N[C@H](C)C(=O)NCC(=O)N N-Acetyl-D-tyrosyl-D-prolyl-(4S)-4-hydroxy-D-prolylglycyl-D-alanylglycinamide